CC1=NC2=C3C(=CC=C2C1(C)C)C=CC=C3 2,3,3-trimethyl-3H-benzo[g]indole